2-chloro-5-methyl-4-vinyl-pyridine ClC1=NC=C(C(=C1)C=C)C